7-(3,4-dimethoxyphenyl)-N-(4-ethylphenyl)pyrazolo[1,5-a]pyrimidine COC=1C=C(C=CC1OC)C1=CC=NC=2N1N(CC2)C2=CC=C(C=C2)CC